O[C@H]([C@H](C)N1N=CC=C1C)C ((2S,3S)-3-hydroxybutan-2-yl)-5-methyl-1H-pyrazol